BrC1=CC=C(C=C1)N1N=C2C(N=CC=C2Cl)=C1C(=O)O 2-(4-bromophenyl)-7-chloro-2H-pyrazolo[4,3-b]pyridine-3-carboxylic acid